C1(CC1)C1=NN(C=N1)C1CC2(CN(C2)C(=O)N2CC(C2)C2=CC=C(C=C2)C(C)(F)F)C1 [6-(3-cyclopropyl-1,2,4-triazol-1-yl)-2-azaspiro[3.3]heptan-2-yl]-[3-[4-(1,1-difluoroethyl)phenyl]azetidin-1-yl]methanone